(12S)-12-fluoro-19-(oxan-2-yl)-8,14-dioxa-10,19,20-triazatetracyclo[13.5.2.12,6.018,21]tricosa-1(20),2(23),3,5,15(22),16,18(21)-heptaen-9-one F[C@H]1CNC(OCC2=CC=CC(C3=NN(C=4C=CC(OC1)=CC34)C3OCCCC3)=C2)=O